C[Si](CCCNC(NCCC[Si](C)(OCC)OCC)=O)(OCC)OCC bis[3-(methyldiethoxysilyl)propyl]urea